9-methyldecyl 8-{[7-(9-fluoro-1-octylnonyloxy carbonyl)heptyl](4-hydroxybutyl)amino}-2-methyloctanoate FCCCCCCCCC(CCCCCCCC)OC(=O)CCCCCCCN(CCCCCCC(C(=O)OCCCCCCCCC(C)C)C)CCCCO